3-methoxy-3-methylcyclobutane-1-carboxamide COC1(CC(C1)C(=O)N)C